1-(5-chloro-4-((6-chloro-7-(1-(oxetan-3-yl)piperidin-4-yl)quinazolin-2-yl)amino)-1H-pyrazol-1-yl)-2-methylpropan-2-ol ClC1=C(C=NN1CC(C)(O)C)NC1=NC2=CC(=C(C=C2C=N1)Cl)C1CCN(CC1)C1COC1